C1N(CC=2C=NC=CC21)C=2OC1=C(C=C(C=C1C(C2)=O)C)C(C)NC2=C(C(=O)O)C=CC=C2 2-[1-[2-(1,3-Dihydropyrrolo[3,4-c]pyridin-2-yl)-6-methyl-4-oxo-chromen-8-yl]ethylamino]benzoic acid